((5-bromoindole-2,3-dione-1-yl)methyl)benzoic acid methyl ester COC(C1=C(C=CC=C1)CN1C(C(C2=CC(=CC=C12)Br)=O)=O)=O